C1(=CC=CC=C1)C=1C=NC(=NC1)B(O)O (5-phenylpyrimidin-2-yl)boronic acid